CC1=CC=C(C=N1)NC(=O)[C@@H]1CC12CCN(CC2)C(=O)OC(C(F)(F)F)C(F)(F)F 1,1,1,3,3,3-Hexafluoropropan-2-yl (R)-1-((6-methylpyridin-3-yl)carbamoyl)-6-azaspiro[2.5]octan-6-carboxylat